C(CCCCCCCCCCCCCCC)NC(C(=C)C)=O N-palmityl-methacrylamide